COC1(COCC1)C1=CC(=NC=N1)N1N=CC=2C=NC(=CC21)NC(C)=O N-(1-(6-(3-methoxytetrahydrofuran-3-yl)pyrimidin-4-yl)-1H-pyrazolo[4,3-c]pyridin-6-yl)acetamide